CC=1C(=NC=C(C1)C)N1C[C@H](NCC1)C (R)-1-(3,5-dimethylpyridin-2-yl)-3-methylpiperazine